NC1=CC=C(C=C1)C1=C2CN(C(C2=CC=C1)=O)C=1C=CC=C2C(=CNC12)C1=NC(=NC=C1C)NC1=NN(C(=C1)C)C 4-(4-aminophenyl)-2-(3-(2-((1,5-dimethyl-1H-pyrazol-3-yl)amino)-5-methylpyrimidin-4-yl)-1H-indol-7-yl)isoindolin-1-one